6-(4-((4'-ethyl-[1,1'-biphenyl]-4-yl)methyl)-2,5-dimethylthiophene-3-carboxamido)spiro[3.3]heptane-2-carboxylic acid C(C)C1=CC=C(C=C1)C1=CC=C(C=C1)CC=1C(=C(SC1C)C)C(=O)NC1CC2(CC(C2)C(=O)O)C1